COC(=O)C1CN(C1)C1=CC=C(C=C1)NC(C)(C)C#N 1-(4-((2-Cyanoprop-2-yl)amino)phenyl)azetidine-3-carboxylic acid methyl ester